4-styryl-N,N-dimethylaniline C(=CC1=CC=CC=C1)C1=CC=C(N(C)C)C=C1